N7-methyl-3-phenyl-N5-(pyridin-3-yl)-2,3-dihydrobenzofuran-5,7-dicarboxamide CNC(=O)C1=CC(=CC=2C(COC21)C2=CC=CC=C2)C(=O)NC=2C=NC=CC2